COC(C1=C(N=CC(=C1)Br)Cl)=O 2-chloro-5-bromonicotinoic acid methyl ester